FC1C2C=CC(C1)C2 5-fluoro-bicyclo[2.2.1]hept-2-ene